(3-chloro-4-methoxyphenyl)-6-methoxybenzo[d][1,3]oxazol-5-amine ClC=1C=C(C=CC1OC)C=1OC2=C(N1)C=C(C(=C2)OC)N